N-(5-cyano-6-(1H-pyrazol-4-yl)pyridin-3-yl)-2-(3-(trifluoromethyl)phenoxy)acetamide C(#N)C=1C=C(C=NC1C=1C=NNC1)NC(COC1=CC(=CC=C1)C(F)(F)F)=O